CC1=CSC=2N=C(N=CC21)C2=NC=CC=C2 5-methyl-2-(pyridin-2-yl)thieno[2,3-d]pyrimidin